ClC=1C=CC=C2C=CC=C(C12)C1=CN=C2C(=CC(=NC2=C1)OC[C@]12CCCN2C[C@@H](C1)F)N1C[C@@H](NCC1)CC#N 2-((S)-4-(7-(8-chloronaphthalen-1-yl)-2-(((2R,7aS)-2-fluorotetrahydro-1H-pyrrolizin-7a(5H)-yl)methoxy)-1,5-naphthyridin-4-yl)piperazin-2-yl)acetonitrile